phenylmethyl-2-ethyl ketone C1(=CC=CC=C1)CC(=O)CC